O=C1NC(CCC1NC=1C=C(C=NC1OC)C#CCNC(C1=NC=C(C=C1)C=1N=CC2=C(C=CC=C2C1)C1=CC2=C(N(C(N2C)=O)C)C(=C1)C(C)C)=O)=O N-(3-(5-((2,6-Dioxopiperidin-3-yl)amino)-6-methoxypyridin-3-yl)prop-2-yn-1-yl)-5-(8-(7-isopropyl-1,3-dimethyl-2-oxo-2,3-dihydro-1H-benzo[d]imidazol-5-yl)isoquinolin-3-yl)picolinamide